1-xylyl-1-(3-α-methylbenzylphenyl)ethane C1(=C(C(=CC=C1)C)C)C(C)C1=CC(=CC=C1)C(C1=CC=CC=C1)C